ethyl 2-((1R,3S)-1-((R)-(3-chloro-4-fluorophenyl)fluoromethyl)-3-(N-(4-methoxybenzyl)methylsulfonamido)cyclopentyl)oxazole-4-carboxylate ClC=1C=C(C=CC1F)[C@H]([C@]1(C[C@H](CC1)N(S(=O)(=O)C)CC1=CC=C(C=C1)OC)C=1OC=C(N1)C(=O)OCC)F